ClC1=NC=C(C(=C1)N1CC(C1)CC(=O)N1CC2=NC=3CCCCC3C(=C2C1)C)OC 2-[1-(2-Chloro-5-methoxy-pyridin-4-yl)-azetidin-3-yl]-1-(9-methyl-1,3,5,6,7,8-hexahydro-pyrrolo[3,4-b]quinolin-2-yl)-ethanone